1-(4-(6-chloro-2-(1-(cyclopropyl-methyl)piperidin-4-ylamino)-8-fluoro-7-(2-fluoro-6-hydroxyphenyl)quinazolin-4-yl)piperazin-1-yl)prop-2-en-1-one ClC=1C=C2C(=NC(=NC2=C(C1C1=C(C=CC=C1O)F)F)NC1CCN(CC1)CC1CC1)N1CCN(CC1)C(C=C)=O